C(C=C)(=O)O.C(C=C)(=O)O.C(C=C)(=O)O.C1(CCCC1)CCN1C(=O)NC(=O)NC1=O cyclopentylethyl-isocyanuric acid triacrylate